4-[5-(1-ethyl-3-methyl-1H-pyrazol-5-yl)-4H-1,2,4-triazol-3-yl]-1H-indazole-6-carboxamide C(C)N1N=C(C=C1C=1NC(=NN1)C1=C2C=NNC2=CC(=C1)C(=O)N)C